N-(3-Ethyl-3,5,5-trimethylcyclohexyl)-3-(formylamino)-2-hydroxybenzamide C(C)C1(CC(CC(C1)(C)C)NC(C1=C(C(=CC=C1)NC=O)O)=O)C